N-(5-(aminomethyl)-1-(4-(trifluoromethyl)phenyl)-1,2,3,4-tetrahydroquinolin-3-yl)acrylamide NCC1=C2CC(CN(C2=CC=C1)C1=CC=C(C=C1)C(F)(F)F)NC(C=C)=O